COC1=C(C=C(C=C1)OC)C1CNCCC1 3-(2,5-Dimethoxyphenyl)piperidine